2-methanesulfonyl-5-oxo-5,7,8,9-tetrahydro-6H-pyrimido[5,4-c]azepine CS(=O)(=O)C=1N=CC=2C(NCCCC2N1)=O